5-(Phenylmethoxymethyl)-2,2-dimethyl-1,3-dioxane C1(=CC=CC=C1)COCC1COC(OC1)(C)C